(4-bromo-3-(bromomethyl)phenyl)methanol BrC1=C(C=C(C=C1)CO)CBr